6-(7,8-dihydro-5H-1,6-naphthyridin-6-yl)-5-methyl-N-[(4-methylsulfonylphenyl)methyl]pyridine-3-carboxamide N1=CC=CC=2CN(CCC12)C1=C(C=C(C=N1)C(=O)NCC1=CC=C(C=C1)S(=O)(=O)C)C